CC1=CN(C(=O)NC1=O)[C@H]2C[C@@H]([C@H](O2)COP(=O)(O)O[C@H]3C[C@@H](O[C@@H]3COP(=O)(O)O[C@H]4C[C@@H](O[C@@H]4COP(=O)(O)O[C@H]5C[C@@H](O[C@@H]5COP(=O)(O)O[C@H]6C[C@@H](O[C@@H]6COP(=O)(O)O[C@H]7C[C@@H](O[C@@H]7CO)N8C=CC(=NC8=O)N)N9C=NC1=C9N=C(NC1=O)N)N1C=C(C(=O)NC1=O)C)N1C=NC2=C1N=C(NC2=O)N)N1C=CC(=NC1=O)N)OP(=O)(O)OC[C@@H]1[C@H](C[C@@H](O1)N1C=NC2=C1N=C(NC2=O)N)OP(=O)(O)OC[C@@H]1[C@H](C[C@@H](O1)N1C=C(C(=O)NC1=O)C)OP(=O)(O)OC[C@@H]1[C@H](C[C@@H](O1)N1C=C(C(=O)NC1=O)C)OP(=O)(O)OC[C@@H]1[C@H](C[C@@H](O1)N1C=C(C(=O)NC1=O)C)OP(=O)(O)OC[C@@H]1[C@H](C[C@@H](O1)N1C=C(C(=O)NC1=O)C)OP(=O)(O)OC[C@@H]1[C@H](C[C@@H](O1)N1C=C(C(=O)NC1=O)C)OP(=O)(O)OC[C@@H]1[C@H](C[C@@H](O1)N1C=C(C(=O)NC1=O)C)OP(=O)(O)OC[C@@H]1[C@H](C[C@@H](O1)N1C=C(C(=O)NC1=O)C)OP(=O)(O)OC[C@@H]1[C@H](C[C@@H](O1)N1C=C(C(=O)NC1=O)C)OP(=O)(O)OC[C@@H]1[C@H](C[C@@H](O1)N1C=C(C(=O)NC1=O)C)OP(=O)(O)OC[C@@H]1[C@H](C[C@@H](O1)N1C=NC2=C1N=C(NC2=O)N)OP(=O)(O)O The molecule is a single-stranded DNA oligonucleotide consisting of four deoxyguanosine, two deoxycytidine and eleven thymidine residues connected by 3'->5' phosphodiester linkages in the sequence C-G-T-G-C-T-G-T-T-T-T-T-T-T-T-T-G. It has a role as an epitope.